F[C@H]1CN(C[C@@H]1NC(=O)N1[C@H](C2=CC=CC=C2CC1)C1=CC=C(C=C1)F)C(=O)OC(C)(C)C tert-butyl (3S,4S)-3-fluoro-4-((S)-1-(4-fluorophenyl)-1,2,3,4-tetrahydroisoquinoline-2-carboxamido)pyrrolidine-1-carboxylate